Myristicin C=CCC1C=C(OC)C2=C(C=1)OCO2